tert-butyl (R)-2-((6-fluoro-1H-indazol-1-yl)methyl)pyrrolidine-1-carboxylate FC1=CC=C2C=NN(C2=C1)C[C@@H]1N(CCC1)C(=O)OC(C)(C)C